C(CC(O)(C(=O)O)CC(=O)O)(=O)O.C(#N)[C@@H](C)NC1=CC(=NC=C1C(=O)NC[C@H](C(C)(C)O)F)C1=CC=C2N1N=CC(=C2)C#N 4-(((R)-1-cyanoethyl)amino)-6-(3-cyanopyrrolo[1,2-b]pyridazin-7-yl)-N-((R)-2-fluoro-3-hydroxy-3-methylbutyl)nicotinamide citrate